COC=1C=2N(C=C(C1)C1=C(C(=NN1)C1=CC(=C(C=N1)C1CCN(CC1)CC(=O)NC)C)CC(F)(F)F)N=CN2 2-(4-(6-(5-(8-methoxy-[1,2,4]triazolo[1,5-a]pyridin-6-yl)-4-(2,2,2-trifluoroethyl)-1H-pyrazol-3-yl)-4-methylpyridin-3-yl)piperidin-1-yl)-N-methylacetamide